6-(4-(2-hydroxypropan-2-yl)phenyl)-4-(2-(tetrahydro-2H-pyran-4-yl)ethyl)-3,4-dihydropyrazino[2,3-b]pyrazin-2(1H)-one OC(C)(C)C1=CC=C(C=C1)C=1N=C2C(=NC1)NC(CN2CCC2CCOCC2)=O